ClC=1C=C2C(=NC(=NC2=C(C1C1=C(C=CC=C1O)F)F)OCCN1CCN(CC1)C1CC1)N1CCN(CC1)C(C=C)=O 1-(4-(6-chloro-2-(2-(4-cyclopropyl-piperazin-1-yl)ethoxy)-8-fluoro-7-(2-fluoro-6-hydroxyphenyl)quinazolin-4-yl)piperazin-1-yl)prop-2-en-1-one